N-(2-(4-(4-cyclopentylpiperazine-1-yl)piperidine-1-yl)-5-((6-((R)-3-(2,3-dichlorophenyl)isoxazolidine-2-yl)pyrimidine-4-yl)amino)-4-methoxyphenyl)acrylamide C1(CCCC1)N1CCN(CC1)C1CCN(CC1)C1=C(C=C(C(=C1)OC)NC1=NC=NC(=C1)N1OCC[C@@H]1C1=C(C(=CC=C1)Cl)Cl)NC(C=C)=O